FC1=CC(=C(C(=C1)C1=CC(NC=C1)=O)CC(=O)O)C(C)C 2-(4-fluoro-2-isopropyl-6-(2-oxo-1,2-dihydropyridin-4-yl)phenyl)acetic acid